{3-[1-(tert-butoxycarbonyl)piperidin-4-yl]-5'-fluoro-1'-methyl-[4,6'-biindazol]-1-yl}acetic acid C(C)(C)(C)OC(=O)N1CCC(CC1)C1=NN(C=2C=CC=C(C12)C1=C(C=C2C=NN(C2=C1)C)F)CC(=O)O